FC(N1N=CC(=C1)S(=O)(N)=NC(NC1=C2C(=NC3=C1CCC3)C3(CC2)CC3)=O)F 1-(Difluoromethyl)-N'-((1',5',6',7'-tetrahydro-2'H-spiro[cyclopropane-1,3'-dicyclopenta[b,e]pyridin]-8'-yl)carbamoyl)-1H-pyrazole-4-sulfonimidamide